2-cinnamoyl-1-(4-fluorophenyl)-3-phenylpropane-1,3-dione C(C=CC1=CC=CC=C1)(=O)C(C(=O)C1=CC=C(C=C1)F)C(=O)C1=CC=CC=C1